(N-p-chlorophenyl)-3-pyrazolyloxycarboxylic acid methyl ester COC(=O)OC1=NN(C=C1)C1=CC=C(C=C1)Cl